7-(4-bromo-3-chloro-benzoyl)-3-oxo-N-[rac-(1S)-1-quinoxalin-5-ylethyl]-2-[4-(2,2,2-trifluoroethoxy)phenyl]-6,8-dihydro-5H-imidazo[1,5-a]pyrazine-1-carboxamide BrC1=C(C=C(C(=O)N2CC=3N(CC2)C(N(C3C(=O)N[C@@H](C)C3=C2N=CC=NC2=CC=C3)C3=CC=C(C=C3)OCC(F)(F)F)=O)C=C1)Cl |r|